2-((dimethylamino)methyl)-N-(3-methoxybenzyl)-N-(4-(pyrrolidin-1-yl)benzyl)pyridin-4-amine CN(C)CC1=NC=CC(=C1)N(CC1=CC=C(C=C1)N1CCCC1)CC1=CC(=CC=C1)OC